FC1=C(C=CC(=C1)OC1=NC=NC2=CC(=C(C=C12)OC)OCCCN1CCCC1)NC(=O)NC1=CC=CC=C1 (2-fluoro-4-((6-methoxy-7-(3-(pyrrolidin-1-yl)propoxy)quinazolin-4-yl)oxy)phenyl)-3-phenylurea